rel-N-[(3S,4R)-4-({[(1s,4S)-4-ethylcyclohexyl]oxy}methyl)-6-oxo-7-(propan-2-yl)-1,3,4,6-tetrahydro-2H-quinolizin-3-yl]methanesulfonamide C(C)C1CCC(CC1)OC[C@H]1[C@H](CCC2=CC=C(C(N12)=O)C(C)C)NS(=O)(=O)C |o1:10,11|